2-(4-(trifluoromethyl)-3,4-dihydro-2H-pyrrolo[3',2':5,6]pyrido[2,3-b][1,4]oxazepin-1(7H)-yl)benzamide FC(C1CCN(C2=C(O1)N=C1C(=C2)C=CN1)C1=C(C(=O)N)C=CC=C1)(F)F